CC1(CC1)N1N=CC(=C1)C#N 1-(1-methylcyclopropyl)pyrazole-4-carbonitrile